(2S)-2-[2-(2-{2-[4-(6-methyl-1,2,4,5-tetrazin-3-yl)phenyl]acetamido}acetamido)acetamido]-3-phenylpropanoic acid CC1=NN=C(N=N1)C1=CC=C(C=C1)CC(=O)NCC(=O)NCC(=O)N[C@H](C(=O)O)CC1=CC=CC=C1